2,2-dideuterio-N-(4-nitrophenyl)-1,3-benzodioxol-5-amine [2H]C1(OC2=C(O1)C=CC(=C2)NC2=CC=C(C=C2)[N+](=O)[O-])[2H]